beta-aminocrotonic acid methyl ester COC(\C=C(\C)/N)=O